N,N-bis(2-bromoethyl)-2-((4-ethylpiperazin-1-yl)sulfonyl)-6-methyl-4-nitroaniline BrCCN(C1=C(C=C(C=C1C)[N+](=O)[O-])S(=O)(=O)N1CCN(CC1)CC)CCBr